ClC(C)C=1C=C2NC(C=3N(C2=CC1)C=CC3F)=O 7-(1-chloroethyl)-3-fluoropyrrolo[1,2-a]quinoxalin-4(5H)-one